(E)-2-(2-(4-trifluoromethylstyryl)phenyl)acetonitrile FC(C1=CC=C(/C=C/C2=C(C=CC=C2)CC#N)C=C1)(F)F